CC1=CC(=CC(=C1O)C(C)(C)C)C(C)(C)C 4,6-di-tert-butyl-o-cresol